N1=CN=CC(=C1)C=1N=NN(C1)[C@@H]1CN(C[C@H]1OCC1=CC=C(C=C1)C(F)(F)F)C(=O)OC(C)(C)C tert-butyl trans-3-(4-(pyrimidin-5-yl)-1H-1,2,3-triazol-1-yl)-4-(4-(trifluoromethyl)benzyloxy)pyrrolidine-1-carboxylate